(4-(2-amino-5-hydroxyphenyl)cyclohexyl)carbamic acid tert-butyl ester C(C)(C)(C)OC(NC1CCC(CC1)C1=C(C=CC(=C1)O)N)=O